4-(5,8-dioxo-4-(4-(trifluoromethyl)benzyl)-4,7-diazaspiro[2.5]oct-7-yl)-3-fluorobenzonitrile O=C1N(C2(CC2)C(N(C1)C1=C(C=C(C#N)C=C1)F)=O)CC1=CC=C(C=C1)C(F)(F)F